N-[5-(2,2-difluoroethoxy)-4,6-dimethoxy-pyrimidin-2-yl]-5-(4,4,5,5-tetramethyl-1,3,2-dioxaborolan-2-yl)-1H-pyrrole-3-sulfonamide FC(COC=1C(=NC(=NC1OC)NS(=O)(=O)C1=CNC(=C1)B1OC(C(O1)(C)C)(C)C)OC)F